(1r,4r)-cyclohexane-1,4-diyldimethanol C1CC(CCC1CO)CO